N1(CCCCCC1)C=1N=C(C2=C(C=NNC2=O)N1)NC1=CC=C(C=C1)N1CC(CCC1)CC(=O)O 2-(1-(4-((2-(azepan-1-yl)-5-oxo-5,6-dihydropyrimido[4,5-d]pyridazin-4-yl)amino)phenyl)piperidin-3-yl)acetic acid